O(P([O-])(=O)OP(=O)([O-])[O-])CCOC(C=C)=O acryloyloxyethyl pyrophosphate